C1(CC1)C1=NN(C=C1C1=NC2=CC(=CC=C2N=C1)CN1CCOCC1)[C@@H]1C[C@H](C1)CNC=1C=C2C(N(C(C2=CC1)=O)C1C(NC(CC1)=O)=O)=O 5-(((trans-3-(3-cyclopropyl-4-(7-(morpholinomethyl)quinoxalin-2-yl)-1H-pyrazol-1-yl)cyclobutyl)methyl)amino)-2-(2,6-dioxopiperidin-3-yl)isoindoline-1,3-dione